(E)-4-(dimethylamino)-N-(2-((3-methyl-4-(pyridin-2-ylmethoxy)phenyl)amino)benzothiazol-6-yl)but-2-enamide CN(C/C=C/C(=O)NC1=CC2=C(N=C(S2)NC2=CC(=C(C=C2)OCC2=NC=CC=C2)C)C=C1)C